1-(4-(1-(4-chlorophenyl)-1H-benzo[d]imidazol-6-yl)phenyl)-3-(2-(dimethylamino)ethyl)urea ClC1=CC=C(C=C1)N1C=NC2=C1C=C(C=C2)C2=CC=C(C=C2)NC(=O)NCCN(C)C